CC(CC1=NC(=NC(=N1)N)N)CC1=NC(=NC(=N1)N)N 6,6'-(2-methyl-1,3-propanediyl)bis-1,3,5-triazine-2,4-diamine